ClC1=CC=C(C=C1)C1=NN(C(N1C[C@@H](C(F)(F)F)O)=O)CC(=O)OC methyl {3-(4-chlorophenyl)-5-oxo-4-[(2S)-3,3,3-trifluoro-2-hydroxypropyl]-4,5-dihydro-1H-1,2,4-triazol-1-yl}acetate